5-chloro-3-(4-(((1-fluorocyclopropyl)methyl)carbamoyl)-3-methoxyphenyl)-4-(2-methyl-4-nitrophenyl)-1H-pyrrole-2-carboxylic acid ClC1=C(C(=C(N1)C(=O)O)C1=CC(=C(C=C1)C(NCC1(CC1)F)=O)OC)C1=C(C=C(C=C1)[N+](=O)[O-])C